tert-butyl (2S)-4-{[2-fluoro-4-({3-[(4-methoxyphenyl)methyl]-2,4-dioxo-1,3-diazinane-1-yl}methyl)phenyl]methyl}-2-methylpiperazine-1-carboxylate FC1=C(C=CC(=C1)CN1C(N(C(CC1)=O)CC1=CC=C(C=C1)OC)=O)CN1C[C@@H](N(CC1)C(=O)OC(C)(C)C)C